(S)-6-[[1-[3-[(2,2-Difluoro-1,3-benzodioxol-5-yl)-methyl-carbamoyl]phenyl]-3-(trifluoromethyl)-4,5,6,7-tetrahydroindazol-7-yl]oxy]pyridin FC1(OC2=C(O1)C=CC(=C2)N(C(=O)C=2C=C(C=CC2)N2N=C(C=1CCC[C@@H](C21)OC2=CC=CC=N2)C(F)(F)F)C)F